C(C)(C)(C)OC(=O)N[C@H](C(=O)N1[C@@H]([C@H]2[C@H]3C=C[C@@H]([C@H]2C1)C3(F)F)C(=O)O)C(C)(C)C (1R,2R,3S,6S,7S)-4-[(2S)-2-[(tert-butoxycarbonyl)amino]-3,3-dimethylbutanoyl]-10,10-difluoro-4-azatricyclo[5.2.1.0^{2,6}]dec-8-ene-3-carboxylic acid